5-chloro-6-(methoxymethyl)-1'-methyl-[2,3'-bipyridine]-6'(1'H)-one ClC=1C=CC(=NC1COC)C1=CN(C(C=C1)=O)C